N1C=C(C2=CC=CC=C12)CCC(=O)NCC(=O)O 3-indolepropionylglycine